tris(4,4-dicarboxybipyridyl) ruthenium chloride [Ru](Cl)(Cl)Cl.C(=O)(O)C1(CC(=NC=C1)C1=NC=CC=C1)C(=O)O.C(=O)(O)C1(CC(=NC=C1)C1=NC=CC=C1)C(=O)O.C(=O)(O)C1(CC(=NC=C1)C1=NC=CC=C1)C(=O)O